2-ethylbutyl peroxydicarbonate C(=O)(OCC(CC)CC)OOC(=O)[O-]